SC1=NC2=CC=C(C=C2N=C1S)C 2,3-dimercapto-6-methylquinoxaline